(1s,4s)-4-(4-bromo-6-(2-(dimethylamino)ethylamino)-1-oxoisoindolin-2-yl)-N-(3-methoxy-4-methylphenyl)cyclohexanecarboxamide BrC1=C2CN(C(C2=CC(=C1)NCCN(C)C)=O)C1CCC(CC1)C(=O)NC1=CC(=C(C=C1)C)OC